FC=1C=CC=C2C=C(C(NC12)=O)NC1=NC(=NC=C1)NC=1C=NC(=C(C1)OC)C1CCNCC1 8-fluoro-3-{2-[5-methoxy-6-(4-piperidyl)-3-pyridylamino]-4-pyrimidinylamino}-1,2-dihydro-2-quinolinone